(S)-5-(2-fluoro-6-methylphenyl)-3-(1,3,4,6,11,11a-hexahydro-[1,4]oxazino[4,3-b]isoquinolin-8-yl)-1H-pyrazolo[4,3-c]pyridazin-6(5H)-one FC1=C(C(=CC=C1)C)N1N=C2C(=CC1=O)NN=C2C=2C=CC=1C[C@@H]3N(CC1C2)CCOC3